C1=CC=CC=2C3=CC=CC=C3C(C12)COC(=O)N[C@H](C(C)C)C(=O)OC[C@H]1O[C@H]([C@@H]2OC(O[C@@H]21)(C)C)N2N=CC(NC2=O)=O ((3ar,4r,6r,6ar)-6-(3,5-dioxo-4,5-dihydro-1,2,4-triazin-2(3H)-yl)-2,2-dimethyltetrahydrofuro[3,4-d][1,3]dioxol-4-yl)methyl (((9H-fluoren-9-yl)methoxy)carbonyl)-D-valinate